N-((1-fluorocyclopropyl)methyl)-5-(pyrazolo[1,5-a]pyridin-5-yl)-7H-pyrrolo[2,3-d]pyrimidin-2-amine FC1(CC1)CNC=1N=CC2=C(N1)NC=C2C2=CC=1N(C=C2)N=CC1